CCCCCCC(CCCC)C=1NC=CN1 7-undecyl-imidazole